C(#C)C1=CC(=C(C=C1)C1=C(C(=C(N=N1)N[C@H]1CN(CCC1)C)C#N)C)O (R)-6-(4-ethynyl-2-hydroxyphenyl)-5-methyl-3-((1-methylpiperidin-3-yl)amino)pyridazine-4-carbonitrile